(E)-3-(4-Hydroxy-3-methoxyphenyl)-1-[4-(trifluoromethyl)phenyl]prop-2-en-1-one OC1=C(C=C(C=C1)/C=C/C(=O)C1=CC=C(C=C1)C(F)(F)F)OC